C(CC#C)N1CCN(CC1)C1=C(C=C(C=C1)N1C(=NC=2C1=NC=CC2)C)OC 3-(4-(4-(but-3-yn-1-yl)piperazin-1-yl)-3-methoxyphenyl)-2-methyl-3H-imidazo[4,5-b]pyridin